2-amino-N-((2R)-2-cyclopropylpropyl)-3-methyl-N-((5-(trifluoromethyl)-2-pyridinyl)methyl)-6-quinolinecarboxamide NC1=NC2=CC=C(C=C2C=C1C)C(=O)N(CC1=NC=C(C=C1)C(F)(F)F)C[C@H](C)C1CC1